C(C=C)(=O)N1CC(CC1)C=1C=C(N2C=NC=CC21)C2=CC=C(C(=O)NC1=NC=CC(=C1)C(F)(F)F)C=C2 4-(5-(1-acryloylpyrrolidin-3-yl)pyrrolo[1,2-c]pyrimidin-7-yl)-N-(4-(trifluoromethyl)pyridin-2-yl)benzamide